NCC1(CCC1)NC(=O)C1=C(OC2=C1C=C(C=C2)OCC2=CC=CC=C2)C N-(1-(aminomethyl)cyclobutyl)-5-(benzyloxy)-2-methylbenzofuran-3-carboxamide